C(=O)C1=C(C=C(C=C1OCC#C)C1=C(C=CC(=C1)C)S(=O)(=O)[O-])C1=C(C=CC(=C1)C)S(=O)(=O)[O-] 4-formyl-5-(prop-2-yn-1-yloxy)-1,3-phenylenedi(4-methylbenzenesulfonate)